OC(C(=O)O)CCC.COC1=CC=C(OCC(=O)N)C=C1 2-(4-methoxyphenoxy)acetamide hydroxyvalerate